COC1=C(C(=O)N[C@H](C(=O)O)CC2=CC=CC=C2)C=CC=C1 (2S)-2-[(2-methoxybenzoyl)amino]-3-phenylpropionic acid